1-(2,2-difluoroethyl)-N-methyl-piperidin-4-amine FC(CN1CCC(CC1)NC)F